((4R,5R)-5-(2-aminophenyl)-2,2-diethyl-1,3-dioxolan-4-yl)methyl sulfamate S(N)(OC[C@H]1OC(O[C@@H]1C1=C(C=CC=C1)N)(CC)CC)(=O)=O